COC=1C=C(C=NC1N1CC(N(CC1)C)C(F)(F)F)N 5-methoxy-6-(4-methyl-3-(trifluoromethyl)piperazin-1-yl)pyridin-3-amine